C[N+]1=C(N(C2=C1C=CC=C2)C)C(=O)[O-] 1,3-dimethylbenzoimidazolium-2-carboxylate